tert-butyl (1-(3-(3,5-difluorophenyl)-6-(3-(methyl (4-oxobutyl) carbamoyl) phenyl) quinolin-4-yl) piperidin-4-yl)carbamate FC=1C=C(C=C(C1)F)C=1C=NC2=CC=C(C=C2C1N1CCC(CC1)NC(OC(C)(C)C)=O)C1=CC(=CC=C1)C(N(CCCC=O)C)=O